2-((3-(1-(3-chlorophenyl)cyclopropyl)-1,2,4-oxadiazol-5-yl)methyl)acrylic acid ClC=1C=C(C=CC1)C1(CC1)C1=NOC(=N1)CC(C(=O)O)=C